2,4-Dimethyl-3-((4-(pyridin-3-yl)thiazol-2-yl)amino)benzoic acid CC1=C(C(=O)O)C=CC(=C1NC=1SC=C(N1)C=1C=NC=CC1)C